OCT-An CCCCCCCC